FC(C=1C=CC(=NC1)NC1C(CNCC1)O)(F)F 4-((5-(trifluoromethyl)pyridin-2-yl)amino)piperidin-3-ol